FC(OC=1C=2N(C=C(C1)C#N)C[C@]1(N2)CCOC2=C(C(=CC=C21)I)F)F (S)-8'-(difluoromethoxy)-8-fluoro-7-iodo-3'H-spiro[chroman-4,2'-imidazo[1,2-a]pyridine]-6'-carbonitrile